(3S)-3-cyclopentyl-3-{4-[7-(2-trimethylsilanylethoxymethyl)-7H-pyrrolo[2,3-d]pyrimidin-4-yl]pyrazol-1-yl}propionitrile C1(CCCC1)[C@H](CC#N)N1N=CC(=C1)C=1C2=C(N=CN1)N(C=C2)COCC[Si](C)(C)C